C(C)N(C(C1=C(C=CC(=C1)F)C1=C2C=NN(C2=CC(=C1)[C@@H]1CNCC1)C)=O)C(C)C N-ethyl-5-fluoro-2-[1-methyl-6-[(3R)-pyrrolidin-3-yl]-1H-indazol-4-yl]-N-(isopropyl)benzamide